N1N=CC(=C1)C=1C=C(C(=O)NC=2N(C=C(N2)CC(=O)O)C2=CC=CC=C2)C=CC1 2-(2-(3-(1H-pyrazol-4-yl)benzoylamino)-1-phenyl-1H-imidazol-4-yl)acetic acid